[N+](=O)([O-])C1=CC=C(C=N1)N[C@@H]1C[C@H](CC1)O[Si](C(C)C)(C(C)C)C(C)C 6-nitro-N-[(1S,3S)-3-[(triisopropylsilyl)oxy]cyclopentyl]pyridin-3-amine